(S)-N-(amino(1-(difluoromethyl)-1H-pyrazol-3-yl)(oxo)-λ6-sulfaneylidene)-2-(4,6-diisopropyl-1,3-dihydroisobenzofuran-5-yl)acetamide N[S@@](=NC(CC=1C(=C2COCC2=CC1C(C)C)C(C)C)=O)(=O)C1=NN(C=C1)C(F)F